2-(Phenyl-d5)morpholin-5,5-d2 C1(=C(C(=C(C(=C1[2H])[2H])[2H])[2H])[2H])C1CNC(CO1)([2H])[2H]